fluoro-3-methoxy-1-(methoxymethoxy)naphthalene FC1=C(C2=CC=CC=C2C=C1OC)OCOC